Cl.Cl.NCC1=CC=CC(=N1)C(=O)N(C)C1CCCCC1 6-(aminomethyl)-N-cyclohexyl-N-methylpyridineamide dihydrochloride